(R)-2-((1S,2S)-2-(2,3-difluorophenyl)-1-hydroxy-2-phenylethyl)pyrrolidine-1-carboxylic acid benzyl ester C(C1=CC=CC=C1)OC(=O)N1[C@H](CCC1)[C@H]([C@@H](C1=CC=CC=C1)C1=C(C(=CC=C1)F)F)O